ClCC(=O)NC1=CC(=CC(=C1)OC)OC chloro-N-(3,5-dimethoxyphenyl)-acetamide